FC(S(=O)(=O)C=1C(=NC=CC1)NC(C(C)(C)C)=O)F N-(3-((difluoromethyl)sulfonyl)pyridin-2-yl)pivaloamide